C(C)C1=C(OCCCSCC2=CNC(O2)=O)C=CC=C1CC 5-[(2,3-Diethylphenoxypropylsulfanyl)methyl]oxazol-2(3H)-one